1-(2,4-difluoro-3-(trifluoromethyl)phenyl)ethane FC1=C(C=CC(=C1C(F)(F)F)F)CC